(2R)-1-{2-[1-(2,2-difluoroethyl)pyrazol-4-ylsulfonyl]-4H,6H-pyrrolo[3,4-c]pyrazol-5-yl}-3-hydroxy-2-(2-methoxyphenyl)propan-1-one FC(CN1N=CC(=C1)S(=O)(=O)N1N=C2C(=C1)CN(C2)C([C@@H](CO)C2=C(C=CC=C2)OC)=O)F